N-butyl propylenediamine isopropyl (S)-2-((S)-2-cyclopentyl-2-ethoxyacetamido)-6-diazo-5-oxohexanoate C1(CCCC1)[C@@H](C(=O)N[C@H](C(=O)OC(C)C)CCC(C=[N+]=[N-])=O)OCC.C(CCC)NCC(C)N